BrC=1C=C(C=C2C(N(C(=NC12)N1CCOCC1)C1CC1)=O)C 8-bromo-3-cyclopropyl-6-methyl-2-morpholino-quinazolin-4-one